C(C)(C)NC(COC1=CC(=CC=C1)C1=NC2=CC=CC=C2C(=N1)C)=O N-isopropyl-2-(3-(4-methyl-quinazolin-2-yl)phenoxy)acetamide